3-(3-fluoro-2-methoxyanilino)-2-[3-(2-hydroxy-2-methylpropoxy)pyridin-4-yl]-1,5,6,7-tetrahydro-4H-pyrrolo[3,2-c]pyridin-4-one FC=1C(=C(NC2=C(NC3=C2C(NCC3)=O)C3=C(C=NC=C3)OCC(C)(C)O)C=CC1)OC